(E)-3-(3-bromo-1-(3-chloro-2-pyridinyl)-1H-pyrazol-5-yl)acrylic acid ethyl ester C(C)OC(\C=C\C1=CC(=NN1C1=NC=CC=C1Cl)Br)=O